N-(3-acetoxy-1-propyl)bis[2-(methoxycarbonyl)ethyl]amine C(C)(=O)OCCCN(CCC(=O)OC)CCC(=O)OC